ClC=1C=CC(=C(C(=O)NC2=NC=CC(=N2)C(F)(F)F)C1)O 5-chloro-N-(4-trifluoromethyl-2-pyrimidinyl)-2-hydroxybenzoamide